(2S,4aR,6'S,8aR)-6'-(4,7-dimethyloct-6-en-1-yl)-4-(hydroxymethyl)-7-methyl-3',4a,4',5',6',8a-hexahydrospiro[chromene-2,2'-pyran]-6(5H)-one CC(CCC[C@H]1CCC[C@]2(O1)O[C@@H]1C=C(C(C[C@@H]1C(=C2)CO)=O)C)CC=C(C)C